(2R,4R,6R)-6-(4-((3'-fluoro-5'-methoxy-[1,1'-biphenyl]-4-yl)methyl)-4H-thieno[3,2-b]pyrrole-3-carboxamido)spiro[3.3]heptane-2-carboxylic acid FC=1C=C(C=C(C1)OC)C1=CC=C(C=C1)CN1C2=C(C=C1)SC=C2C(=O)NC2CC1(CC(C1)C(=O)O)C2